BrCCCCCCCC(OCC\C=C/CCC)OCC\C=C/CCC 8-bromo-1,1-bis(((Z)-hept-3-en-1-yl)oxy)octane